ClC=1N=C(C2=C(N1)C(=C(N=C2)Cl)F)C2CCN(CC2)C(=O)OCC2=CC=CC=C2 benzyl 4-(2,7-dichloro-8-fluoropyrido[4,3-d]pyrimidin-4-yl)piperidine-1-carboxylate